NC1=C2C(=C3C(=N1)C(=C(N3COCC[Si](C)(C)C)C(=O)OCC)C#N)COC2 ethyl 5-amino-3-cyano-1-((2-(trimethylsilyl)ethoxy)methyl)-6,8-dihydro-1H-furo[3,4-d]pyrrolo[3,2-b]pyridine-2-carboxylate